(1S)-4-[6-(1-methyl-1H-pyrazol-4-yl)pyrazolo[1,5-a]pyridin-3-yl]piperazine-1-carboxylic acid CN1N=CC(=C1)C=1C=CC=2N(C1)N=CC2N2CCN(CC2)C(=O)O